NC1=CC(=C(C(=O)NC[C@@H]2CCN3CCC[C@@H]23)C=C1Cl)OC 4-Amino-5-chloro-N-[[(1S,7aS)-hexahydro-1H-pyrrolizin-1-yl]methyl]-2-methoxy-benzamide